CN1C(C2=C(C=C1)N(N=C2)C2CCOCC2)=O 5-methyl-1-tetrahydropyran-4-yl-pyrazolo[4,3-c]pyridin-4-one